CN1N=CC(=C1)C1=CC=C(C=C1)C1=NOC=C1 3-[4-(1-methylpyrazol-4-yl)phenyl]-1,2-oxazol